C(C1=CC=CC=C1)OC(CCCCCCCCCCC(C(=O)O)(CCCCCCCCCCC)C(=O)OCC1=CC=CC=C1)=O 13-(benzyloxy)-2-((benzyloxy)carbonyl)-13-oxo-2-undecyltridecanoic acid